thiolene-2,5-dicarboxylic acid S1C(=CCC1C(=O)O)C(=O)O